N-(5-(2-(tert-Butyl)-5-(2-(methylthio)pyrimidin-4-yl)thiazol-4-yl)-4-fluoro-1-methyl-1H-pyrrol-3-yl)-2,6-difluorobenzenesulfonamide C(C)(C)(C)C=1SC(=C(N1)C1=C(C(=CN1C)NS(=O)(=O)C1=C(C=CC=C1F)F)F)C1=NC(=NC=C1)SC